C(C1=CC(=C(C=C1)C=1C(=O)NC(C1)=O)Cl)C1=CC(=C(C=C1)C=1C(=O)NC(C1)=O)Cl methylenebis(3-chloro-p-phenylene)bismaleimide